OCC(C)OC1=CC=CC(=N1)C1=NC2=CC(=NC=C2C=C1)CNC(C1=CC(=C(C=C1)C)S(=O)(=O)C)=O N-((2-(6-((1-hydroxypropan-2-yl)oxy)pyridin-2-yl)-1,6-naphthyridin-7-yl)methyl)-4-methyl-3-(methylsulfonyl)benzamide